COC1=CC=C(C=C1)C1=NN=C(S1)C(=O)NN 5-(4-methoxyphenyl)-1,3,4-thiadiazole-2-carboxylic acid hydrazide